2-(phenylthio)ethylamine C1(=CC=CC=C1)SCCN